Ethyl 3-((tert-butoxycarbonyl) amino)-4-iodo-1H-pyrrole-2-carboxylate C(C)(C)(C)OC(=O)NC1=C(NC=C1I)C(=O)OCC